C(C)C=1C=C2C(CN(C2=CC1)S(=O)(=O)C=1C=CC(=C(CO)C1)OCC1CCOCC1)C 5-((5-ethyl-3-methylindolin-1-yl)sulfonyl)-2-((tetrahydro-2H-pyran-4-yl)methoxy)benzyl alcohol